benzyl 4-(((1S,2S)-2-amino-1-(4-bromothiazol-2-yl)-3-ethoxy-3-oxopropoxy)methyl)-3,6-dihydropyridine-1(2H)-carboxylate N[C@@H]([C@H](OCC=1CCN(CC1)C(=O)OCC1=CC=CC=C1)C=1SC=C(N1)Br)C(=O)OCC